propyl-1H-tetrazole-5-acetic acid C(CC)N1N=NN=C1CC(=O)O